4-chloro-N-(4-((4-methoxybenzyl)oxy)-5-(4-(trifluoromethyl)-1H-pyrrol-2-yl)pyridin-2-yl)benzamide ClC1=CC=C(C(=O)NC2=NC=C(C(=C2)OCC2=CC=C(C=C2)OC)C=2NC=C(C2)C(F)(F)F)C=C1